COCCS(=O)(=O)C1CCN(CC1)C1=C(C=NC=C1)N 4-(4-((2-methoxyethyl)sulfonyl)piperidin-1-yl)pyridin-3-amine